FC=1C(=C2C=CC=NC2=CC1)CC(=O)N (6-fluoroquinolin-5-yl)acetamide